(Z)-N-(thiazolidin-2-ylidene)-1-((2-(trimethylsilyl)ethoxy)methyl)-1H-pyrrolo[2,3-b]pyridine-3-carboxamide S1\C(\NCC1)=N/C(=O)C1=CN(C2=NC=CC=C21)COCC[Si](C)(C)C